N-methyl-N-(1-methylpyrrolidin-3-yl)-6-(4-(trifluoromethyl)phenyl)pyrazine-2-carboxamide CN(C(=O)C1=NC(=CN=C1)C1=CC=C(C=C1)C(F)(F)F)C1CN(CC1)C